NC1=NC=NN2C1=C(C=C2C=2C=C(C(=NC2)OC)C(=O)NC2CN(CC2F)CC2OCCC2)C(F)(F)F 5-[4-amino-5-(trifluoromethyl)pyrrolo[2,1-f][1,2,4]triazin-7-yl]-N-{4-fluoro-1-[(oxolan-2-yl)methyl]pyrrolidin-3-yl}-2-methoxypyridine-3-carboxamide